C1=CC=CC=2C=C(C=3OC4=C(C3C12)C=CC=C4)C4=NC=CC1=C4SC4=C1C=CC=C4CC(C)(C)C 1-(naphtho[2,1-b]benzofuran-6-yl)-8-neopentyl-benzo[4,5]thieno[2,3-c]pyridine